C(C)(C)(C)OC(=O)N1CC2=CC(=C(C=C2CC1)N)F.O(CCCC)C=1C2=CC=CC=C2C(=C2C=CC=CC12)OCCCC 9,10-Dibutoxyl-anthracene tert-butyl-6-amino-7-fluoro-3,4-dihydroisoquinoline-2(1H)-carboxylate